2,2'-azobis[N-(2-carboxyethyl)-2-methylpropanamide] hydrate O.N(=NC(C(=O)NCCC(=O)O)(C)C)C(C(=O)NCCC(=O)O)(C)C